C(CCCCCCCCCCCCCCC)C(C(=O)O)(CCCC)CC.C(CCCCCCCCCCCCCCC)OC(CCCCCCC)=O.NC=1C(=NC(=C(N1)NC)C=1C2=C(C=NC1)N(C=N2)C)C(=O)N 3-amino-5-(methylamino)-6-(3-methylimidazo[4,5-c]pyridin-7-yl)pyrazine-2-carboxamide cetyl-octanoate (cetyl-ethylhexanoate)